N[C@@H]1CN(CCC1(F)F)C1=NC2=C(N1CC1=NC=C(C#N)C=C1)C=CC=C2C(F)(F)F (R)-6-((2-(3-Amino-4,4-difluoropiperidin-1-yl)-4-(trifluoromethyl)-1H-benzo[d]imidazol-1-yl)methyl)nicotinonitril